OCN(C=O)C1=C(C=CC=C1)NC1=CC=CC=C1 N-(hydroxymethyl)-N-(2-(phenylamino)phenyl)carboxamide